NC1=C2C(=NC=N1)N(N=C2C=2NC1=CC=CC=C1C2)C(C)C 2-[4-Amino-1-(1-methylethyl)-1H-pyrazolo[3,4-d]pyrimidin-3-yl]-1H-indol